O=C1N(C(C2=CC=CC=C12)=O)CC(C(C(=O)OCC)(F)F)O ethyl 4-(1,3-dioxoisoindolin-2-yl)-2,2-difluoro-3-hydroxybutanoate